N-(4-(5-(3-chloro-6-(4,4-difluoropiperidin-1-yl)-4-methylpyridin-2-yl)-1,3,4-oxadiazol-2-yl)-3-(6-azaspiro[2.5]octane-6-yl)phenyl)-2-hydroxyethane-1-sulfonamide ClC=1C(=NC(=CC1C)N1CCC(CC1)(F)F)C1=NN=C(O1)C1=C(C=C(C=C1)NS(=O)(=O)CCO)N1CCC2(CC2)CC1